(2r,5r)-2-chloro-7-oxo-1,6-diazabicyclo[3.2.1]oct-6-yl hydrogen sulfate ((2r,5r)-2-chloro-7-oxo-1,6-diazabicyclo[3.2.1]octan-6-yl hydrogen sulphate) Cl[C@H]1N2C(N([C@H](CC1)C2)OS(=O)(=O)O)=O.S(=O)(=O)(ON2[C@@H]1CC[C@H](N(C2=O)C1)Cl)O